C(#N)\N=C(/N)\C=1C=C(SC1)CNC(=O)[C@H]1N(CC2(OCCO2)C1)C(CNC(C1=CC=C(C=C1)OC1=CC=CC=C1)=O)=O (S,Z)-N-((4-(N'-cyanocarbamimidoyl)thiophen-2-yl)methyl)-7-(2-(4-phenoxybenzamido)acetyl)-1,4-dioxa-7-azaspiro[4.4]nonane-8-carboxamide